N1C=NC2=C1C=C(C=C2)CN(C2=NC=C(C=C2)OCCN2CCOCC2)CC2=CC(=CC=C2)OC N-((1H-benzo[d]imidazol-6-yl)methyl)-N-(3-methoxybenzyl)-5-(2-morpholinoethoxy)pyridin-2-amine